5-methyl-1-phenyl-3,4,5,6-tetrahydro-1H-2,5-benzoxazocine hydrochloride Cl.CN1CCOC(C2=C(C1)C=CC=C2)C2=CC=CC=C2